ClC1=C(C(C#N)=C(C(=C1Cl)OC1=C(C=CC=C1)Cl)Cl)C#N 3,4,6-trichloro-5-(2-chloro-phenoxy)-phthalonitrile